OC[C@H](C1=CC=CC=C1)NC(=O)C1=NN2C(C(NC(=C2)C2=CC3=CC=CC=C3C=C2)=O)=C1C(F)(F)F N-[(1S)-2-Hydroxy-1-phenylethyl]-6-(naphthalen-2-yl)-4-oxo-3-(trifluoromethyl)-4,5-dihydropyrazolo[1,5-a]pyrazine-2-carboxamide